NC1=C2C(N(C(C2=CC=C1)=O)[C@H]1C(NC(CC1)=O)=O)=O (R)-4-amino-2-(2,6-dioxopiperidin-3-yl)isoindoline-1,3-dione